4-hydroxy-2,2,6,6-tetramethyl-piperidine-4-carboxylic acid OC1(CC(NC(C1)(C)C)(C)C)C(=O)O